C(C)(=O)OCCCCCCCCCCC\C=C/CC (Z)-12-Pentadecenyl acetate